(S)-N-(1-(3-chlorophenyl)-2-hydroxyethyl)-1-(5-methyl-2-((1-methylpiperidin-4-yl)amino)-pyrimidin-4-yl)-1H-imidazole-4-amide ClC=1C=C(C=CC1)[C@@H](CO)NC(=O)C=1N=CN(C1)C1=NC(=NC=C1C)NC1CCN(CC1)C